C(C1=CC=CC=C1)OCC1(C2=C(OC1)C=1COC(C1C=C2)=O)C 3-((benzyloxy)methyl)-3-methyl-2,3-dihydrobenzo[2,1-b:3,4-c']difuran-6(8H)-one